tert-butyl 2-methyl-10-nitro-3-oxo-7-phenyl-3,4,6,7-tetrahydro-2H-2,4,7-triazadibenzo[cd,f]azulene-5-carboxylate CN1C=C2C3=C(NC(=C3CN(C3=C2C=C(C=C3)[N+](=O)[O-])C3=CC=CC=C3)C(=O)OC(C)(C)C)C1=O